2-fluoro-N-(6-fluoro-8-methyl-1-isoquinolyl)-4-[5-(methoxymethyl)-1,3,4-thiadiazol-2-yl]-N-[(3R)-3-piperidyl]benzamide FC1=C(C(=O)N([C@H]2CNCCC2)C2=NC=CC3=CC(=CC(=C23)C)F)C=CC(=C1)C=1SC(=NN1)COC